1,6-diiododecane ICCCCCC(CCCC)I